3-((3-(ethoxymethyl)-3-(4-methyl-phenethyl)pyrrolidin-1-yl)methyl)pyridine C(C)OCC1(CN(CC1)CC=1C=NC=CC1)CCC1=CC=C(C=C1)C